C1(CC1)C1=CC(N(N=C1)CC=1C(=NOC1C)C=1C=NC(=CC1)C)=O 5-Cyclopropyl-2-((5-methyl-3-(6-methylpyridin-3-yl)isoxazol-4-yl)methyl)pyridazin-3(2H)-one